FC(C1=CC=C(C=C1)C(=CC=1OC=CN1)C)(F)F 2-(2-(4-(trifluoromethyl)phenyl)prop-1-en-1-yl)oxazole